CC1=C(C(=CC=C1)C1=CC=CC=C1)C=O methyl-[1,1'-biphenyl]-2-formaldehyde